bis(4-methoxyphenyl)-3-(1,4-dioxaspiro[4.5]decan-2-yl)propan-1-one COC1=CC=C(C=C1)C(C(=O)C1=CC=C(C=C1)OC)CC1OC2(OC1)CCCCC2